2-(benzyloxy)-9-hydroxy-6-methyl-7,8,9,10-tetrahydro-7,10-methanopyrido[3,2-c]azocin-5(6H)-one C(C1=CC=CC=C1)OC=1C=CC=2C(N(C3CC(C(C2N1)C3)O)C)=O